O1[C@@H](CC1)CN1C(=NC2=C1C=C(C=C2)C(=O)O)[C@H](C)N2CCC(CC2)C2=NC(=CC=C2)OCC2=CC=C1C=NN(C1=C2)CC(F)(F)F 1-(((S)-oxetan-2-yl)methyl)-2-((S)-1-(4-(6-((1-(2,2,2-Trifluoroethyl)-1H-indazol-6-yl)methoxy)pyridin-2-yl)piperidin-1-yl)ethyl)-1H-benzo[d]imidazole-6-carboxylic acid